C1=CC=CC=2C3=CC=CC=C3N(C12)C1=C(C(=C(C(=C1N1C2=CC=CC=C2C=2C=CC=CC12)C=1OC2=C(N1)C=CC=C2)N2C1=CC=CC=C1C=1C=CC=CC21)N2C1=CC=CC=C1C=1C=CC=CC21)C=2OC1=C(N2)C=CC=C1 2,2'-(2,3,5,6-tetra(9H-carbazol-9-yl)-1,4-phenylene)bis(benzo[d]oxazole)